ClC=1C=C2C(=NC(=NC2=C(C1C1=C2C=NNC2=CC=C1C)OCC)C1CCN(CC1)C)N1CCC2(CN(C2)C(C=C)=O)CC1 1-(7-(6-chloro-8-ethoxy-7-(5-methyl-1H-indazol-4-yl)-2-(1-methylpiperidine-4-yl)-quinazolin-4-yl)-2,7-diazaspiro[3.5]nonan-2-yl)prop-2-en-1-one